NC1=C2C(C3(C(OC4=C3C=CC(=C4)[C@H](C)C4CC4)(C2=CC=C1)O)NC(=O)C=1NC(N(C1C)C)=O)=O N-(1-amino-7-((R)-1-cyclopropylethyl)-4b-hydroxy-10-oxo-4b,10-dihydro-9bH-indeno[1,2-b]benzofuran-9b-yl)-1,5-dimethyl-2-oxo-2,3-dihydro-1H-imidazole-4-carboxamide